2-(((1R)-1-(2-cyano-3-(8-hydroxy-octahydro-2H-4,7-methanoisoindol-2-yl)-7-methylquinoxalin-5-yl)ethyl)-amino)benzoic acid C(#N)C1=NC2=CC(=CC(=C2N=C1N1CC2C3CCC(C2C1)C3O)[C@@H](C)NC3=C(C(=O)O)C=CC=C3)C